C(C=C)(=O)N1[C@H](CN(CC1)C=1C2=C(N=C(N1)OC[C@H]1N(CCC1)C([2H])([2H])[2H])CN(CC2)C2=CC=CC1=CC=CC(=C21)C)CC#N 2-((S)-1-acryloyl-4-(7-(8-methylnaphthalen-1-yl)-2-(((S)-1-(methyl-d3)pyrrolidin-2-yl)methoxy)-5,6,7,8-tetrahydropyrido[3,4-d]pyrimidin-4-yl)piperazin-2-yl)acetonitrile